4-Chloro-1-naphthylamine ClC1=CC=C(C2=CC=CC=C12)N